tert-butyl 4-(3-((5-cyano-4-(4-fluorophenyl)thiazol-2-yl)(methyl-d3)amino)-2-(ethyl-d5)-6-Fluoropyrazolo[1,5-a]pyridin-5-yl)piperazine-1-carboxylate C(#N)C1=C(N=C(S1)N(C=1C(=NN2C1C=C(C(=C2)F)N2CCN(CC2)C(=O)OC(C)(C)C)C(C([2H])([2H])[2H])([2H])[2H])C([2H])([2H])[2H])C2=CC=C(C=C2)F